N-(4-methoxyphenyl)-1,1,3-trimethyl-2,3-dihydro-1H-inden-5-amine COC1=CC=C(C=C1)NC=1C=C2C(CC(C2=CC1)(C)C)C